NCC=1C=C(C=CC1)N1N=C(C=C1C(=O)NC1=C(C=CC(=C1)C(OCC1CC1)C1=CC(=CC=C1)N)F)C(F)(F)F (+)-1-(3-(aminomethyl)phenyl)-N-(5-((3-aminophenyl)(cyclopropylmethoxy)methyl)-2-fluorophenyl)-3-(trifluoromethyl)-1H-pyrazole-5-carboxamide